bis-(2-methylpropanedioic acid) dihydrochloride Cl.Cl.CC(C(=O)O)C(=O)O.CC(C(=O)O)C(=O)O